4-amino-7-cyclopropyl-1-(4-methyltetrahydrofuran-3-yl)pyrido[2,3-d]pyrimidin-2(1H)-one NC=1C2=C(N(C(N1)=O)C1COCC1C)N=C(C=C2)C2CC2